Cl.COC1=CC=C(C=N1)CN1CC2CCC(C1)N2 3-((6-Methoxypyridin-3-yl)methyl)-3,8-diazabicyclo[3.2.1]octane hydrochloride